ClC1=C(C=C(C=C1)F)C1=NC(C2=CC(=CC=C12)C=1C=NN(C1)C1CC1)=NOCC 3-(2-chloro-5-fluorophenyl)-6-(1-cyclopropyl-1H-pyrazol-4-yl)-1-(ethoxyimino)isoIndole